C(C)C(O)C1OCC1 ethyl-oxetanyl-methanol